6-oxa-9-azaspiro[3.6]decan C1CCC12COCCNC2